C(C)(=O)SC(C(=O)O)(C)CC1=CC=CC=C1 (acetylthio)-2-benzylpropionic acid